ClC1=C(C=C(C(=C1Cl)Cl)Cl)O 2,3,4,5-tetrachloroPhenol